COC(C(C)NC(C1=C(C=CC=C1Cl)Cl)=O)=O 2-(2,6-dichlorobenzoylamino)propionic acid methyl ester